R-(+)-isobutyric acid 2-(3-diisopropylamino-1-phenylpropyl)-4-hydroxymethylphenyl ester C(C)(C)N(CC[C@H](C1=CC=CC=C1)C1=C(C=CC(=C1)CO)OC(C(C)C)=O)C(C)C